[Br-].C(CCCCCC)[N+](CCCCCCC)(CCCCCCC)CCCCCCC Tetraheptyl-ammonium bromide